4-[2-(1H-indazol-4-yl)-6-[(4-methanesulfonylpiperazin-1-yl)methyl]thieno[3,2-d]pyrimidin-4-yl]morpholine N1N=CC2=C(C=CC=C12)C=1N=C(C2=C(N1)C=C(S2)CN2CCN(CC2)S(=O)(=O)C)N2CCOCC2